[Br-].C(C)(C)C1=C(C(=CC=C1)C(C)C)N1C=[N+](C=C1)CCCC 1-(2,6-diisopropylphenyl)-3-butyl-imidazolium bromide